COC1=CC=2N(C(C(=C(N2)C(F)(F)F)C=2C=NN(C2)C2=CC=CC=C2)=O)C=C1 8-methoxy-3-(1-phenyl-1H-pyrazol-4-yl)-2-(trifluoromethyl)-4H-pyrido[1,2-a]pyrimidin-4-one